1-bromo-7-iodo-dibenzo[b,d]furan BrC1=CC=CC=2OC3=C(C21)C=CC(=C3)I